COC1=CC=C(C=C1)C1OC=2C=CC(=CC2C2=C1OC(=C2)C2=CC=CC=C2)C 4-(4-Methoxyphenyl)-8-methyl-2-phenyl-4H-furo[2,3-c]chromene